CCCCCCCCC(CCCCCCCC)OC(CCCCCCCN(CCCCCCCC(=O)OCC(CCCCCCC)C)CCCNS(=O)(=O)CC)=O.N1=CC(=CC=C1)CC1N2CCC(C1OC=1N=NC(=CC1)C=1NC=CC1)CC2 2-(3-pyridylmethyl)-3-[6-(1H-pyrrol-2-yl)pyridazin-3-yl]oxy-quinuclidine heptadecan-9-yl-8-((3-(ethylsulfonamido)propyl)(8-((2-methylnonyl)oxy)-8-oxooctyl)amino)octanoate